2-(3,4-dimethoxyphenyl)-3-isopropyl-5-(4-(4-isopropylpiperazin-1-yl)piperidin-1-yl)-1H-indole COC=1C=C(C=CC1OC)C=1NC2=CC=C(C=C2C1C(C)C)N1CCC(CC1)N1CCN(CC1)C(C)C